indol-2-boronic acid pinacol ester N1C(=CC2=CC=CC=C12)B1OC(C)(C)C(C)(C)O1